Dihydrothiepine C1CSC=CC=C1